1-(2,3,5-trifluorophenyl)ethan-1-one FC1=C(C=C(C=C1F)F)C(C)=O